FC1=CC=C(C=C1)C=1C(=NNC1)C(=O)NC1=CC(=C(C=C1)C)NC1=NC=CC=C1C1=C2N=CN(C2=NC=N1)C1OCCCC1 (4-fluorophenyl)-N-[4-methyl-3-[[3-(9-tetrahydropyran-2-ylpurin-6-yl)-2-pyridyl]amino]phenyl]pyrazole-3-carboxamide